3-iodo-N,N-dimethyl-4-(pyrrolidin-1-yl)benzenesulfonamide IC=1C=C(C=CC1N1CCCC1)S(=O)(=O)N(C)C